C1(CCCCC1)N1N=C(C(=C1)N1N=NC(=C1)N1C=CC=2C1=NC=C(C2)C#N)C(F)F 1-(1-(1-cyclohexyl-3-(difluoromethyl)-1H-pyrazol-4-yl)-1H-1,2,3-triazol-4-yl)-1H-pyrrolo[2,3-b]pyridine-5-carbonitrile